(2S,3S)-ethyl 3-((2-(2-chloro-5-trityl-5H-pyrrolo[2,3-b]pyrazin-7-yl)-6-(thiophen-3-yl) pyrimidin-4-yl)amino)bicyclo[2.2.2]octane-2-carboxylate ClC=1N=C2C(=NC1)N(C=C2C2=NC(=CC(=N2)N[C@@H]2[C@H](C1CCC2CC1)C(=O)OCC)C1=CSC=C1)C(C1=CC=CC=C1)(C1=CC=CC=C1)C1=CC=CC=C1